CC=1C=C2CN(C(C2=CC1)=O)C=1C=NC(=CC1)N[C@@H]1C[C@H](CC1)NC1=NN2C(C=C(C=C2)C(F)(F)F)=N1 5-methyl-2-(6-(((1S,3S)-3-((7-(trifluoromethyl)-[1,2,4]triazolo[1,5-a]pyridin-2-yl)amino)cyclopentyl)amino)pyridin-3-yl)isoindolin-1-one